Azetidine-1-carboxylic acid tert-butyl ester ammonium salt [NH4+].C(C)(C)(C)OC(=O)N1CCC1